The molecule is a methoxyflavone that is flavone substituted by methoxy groups at positions 5, 6, 7, 8, 2' and 5'. It derives from a flavone. COC1=CC(=C(C=C1)OC)C2=CC(=O)C3=C(O2)C(=C(C(=C3OC)OC)OC)OC